N1C(NCCC1)=NC(C1=CC=CC=C1)=O N-(tetrahydropyrimidin-2(1H)-ylidene)benzamide